7-bromo-5-(methoxymethoxy)-1-methylene-2,3-dihydro-1H-indene BrC=1C=C(C=C2CCC(C12)=C)OCOC